C1(CC1)OC1=CC=C(C=C1)C1CCN(CC1)C(=O)C1CC2(C1)NC(OC2)=O (2s,4s)-2-(4-(4-cyclopropyloxyphenyl)piperidine-1-carbonyl)-7-oxa-5-azaspiro[3.4]octan-6-one